BrC1=C(C=C2C(=C(C(=NC2=C1F)Cl)C#N)N1CCNCC1)Cl 4-(7-bromo-2,6-dichloro-3-cyano-8-fluoroquinolin-4-yl)piperazine